N1=CC=C(C=C1)NC1=CC=CC2=CC=CC=C12 N-(pyridin-4-yl)-1-naphthylamine